(5-fluoro-2-methoxypyridin-4-yl)boronic acid FC=1C(=CC(=NC1)OC)B(O)O